1-(4-(1,1-dioxoisothiazolidin-2-yl)-6-methylpyridin-2-yl)-1H-pyrazole-4-carbaldehyde O=S1(N(CCC1)C1=CC(=NC(=C1)C)N1N=CC(=C1)C=O)=O